FC(C1=CC(=NC=C1C1=NC(=NC(=C1)N1CCOCC1)N1[C@H](COCC1)C)N)F (S)-4-(difluoromethyl)-5-(2-(3-methylmorpholino)-6-morpholinopyrimidin-4-yl)pyridine-2-amine